FC(C1=CC=C(C=C1)NC(C1=CC=CC=C1)=O)(F)F N-(p-trifluoromethylphenyl)benzamide